ClC1=CC2=C(N(C(N=C2N2[C@H](CN(CC2)C(=O)OC(C)(C)C)C)=O)C2=C(C=CC=C2)CCO)N=C1C1=C(C=CC=C1O)F (3S)-tert-butyl 4-(6-chloro-7-(2-fluoro-6-hydroxyphenyl)-1-(2-(2-hydroxyethyl)phenyl)-2-oxo-1,2-dihydropyrido[2,3-d]pyrimidin-4-yl)-3-methylpiperazine-1-carboxylate